ethyleneglycol di-acetate C(C)(=O)OCCOC(C)=O